C(C)[N+]1(CC(CCC1)O)CC 1,1-diethylpiperidin-1-ium-3-ol